C(C)C1CNCC1 3-ethylpyrrolidin